2,6-dioxo-4-trifluoromethyl-1,2,3,6-tetrahydropyrimidine O=C1NC(C=C(N1)C(F)(F)F)=O